2-[3-(9,9-Diphenyl-9H-fluoren-2-yl)-phenyl]-4,6-diphenyl-[1,3,5]triazine C1(=CC=CC=C1)C1(C2=CC=CC=C2C=2C=CC(=CC12)C=1C=C(C=CC1)C1=NC(=NC(=N1)C1=CC=CC=C1)C1=CC=CC=C1)C1=CC=CC=C1